NC=1N=CN(C(C1C(=O)NC=1C=C(C=CC1)[C@H]1N(CCC1)C(=O)OC(C)(C)C)=O)C1=C(C=C(C=C1Cl)Br)Cl tert-butyl (S)-2-(3-(4-amino-1-(4-bromo-2,6-dichlorophenyl)-6-oxo-1,6-dihydropyrimidine-5-carboxamido)phenyl)pyrrolidine-1-carboxylate